N-(Cyclopropylmethyl)-1-(5-(5-((R)-1-(3,5-dichloropyridin-4-yl)ethoxy)-1-(tetrahydro-2H-pyran-2-yl)-1H-indazol-3-yl)-3-fluoropyridin-2-yl)-3-ethylazetidin-3-amine C1(CC1)CNC1(CN(C1)C1=NC=C(C=C1F)C1=NN(C2=CC=C(C=C12)O[C@H](C)C1=C(C=NC=C1Cl)Cl)C1OCCCC1)CC